C(C)(=O)C1=C(C2=C(N=C(N=C2)NC2=NC=C(C=C2)C2CCN(CC2)C2=CC=C(C=C2)CO)N(C1=O)C1CCCC1)C 6-acetyl-8-cyclopentyl-2-[[5-[1-[4-(hydroxymethyl)phenyl]-4-piperidyl]-2-pyridyl]amino]-5-methyl-pyrido[2,3-d]pyrimidin-7-one